7-[[5-(4-hydroxy-1-piperidyl)-2-pyridyl]amino]-4-(8-methoxy-imidazo[1,2-a]pyridin-3-yl)isoindolin-1-one OC1CCN(CC1)C=1C=CC(=NC1)NC=1C=CC(=C2CNC(C12)=O)C1=CN=C2N1C=CC=C2OC